C(C)(=O)O[Si](OC)(OC(C)=O)OC(C)=O triacetoxy(methoxy)silane